1-((3R,5R,8S,9S,10S,13S,14S,17S)-10-ethyl-3-hydroxy-3,13-dimethylhexadecahydro-1H-cyclopenta[a]phenanthrene-17-carbonyl)-1H-pyrazole-4-carbonitrile C(C)[C@]12[C@H]3CC[C@@]4([C@H](CC[C@H]4[C@@H]3CC[C@@H]2C[C@](CC1)(C)O)C(=O)N1N=CC(=C1)C#N)C